5-chloro-2-(6-(((cis)-3-hydroxy-3-methylcyclobutyl)amino)-4-methylpyridazin-3-yl)pyridin-3-ol ClC=1C=C(C(=NC1)C=1N=NC(=CC1C)NC1CC(C1)(C)O)O